FC=1C=C(C2=C(C(=C(S2)C(C(F)(F)F)NC(NC=2C=NC(=NC2)NCC(C)(C)O)=O)C)C1)F 3-[1-(5,7-difluoro-3-methyl-1-benzothiophene-2-yl)-2,2,2-trifluoroethyl]-1-{2-[(2-hydroxy-2-methylpropyl)amino]pyrimidin-5-yl}urea